B([O-])([O-])[O-].[Co+3] cobalt borate salt